The molecule is the cationic form of a C3 cyanine dye having 3-ethyl-1,3-benzoxazol-2(3H)-yl units at each end. It has a role as a fluorochrome. It is a member of 1,3-benzoxazoles, a cyanine dye and a benzoxazolium ion. CCN\\1C2=CC=CC=C2O/C1=C/C=C/C3=[N+](C4=CC=CC=C4O3)CC